N-(3-((tert-butoxycarbonyl)amino)propionyl)-N-methyl-L-valine methyl ester COC([C@@H](N(C)C(CCNC(=O)OC(C)(C)C)=O)C(C)C)=O